(1S,4S)-N-((5-(5-(difluoromethyl)-1,3,4-oxadiazol-2-yl)pyridin-2-yl)methyl)-N-(2-fluorophenyl)-2,5-diazabicyclo[2.2.1]heptan-2-carboxamide FC(C1=NN=C(O1)C=1C=CC(=NC1)CN(C(=O)N1[C@@H]2CN[C@H](C1)C2)C2=C(C=CC=C2)F)F